N-(4-aminomethyl-phenyl)-N'-[2-methoxy-4-(1,2,3,6-tetrahydro-pyridin-4-yl)-phenyl]-terephthalamide NCC1=CC=C(C=C1)NC(C1=CC=C(C(=O)NC2=C(C=C(C=C2)C=2CCNCC2)OC)C=C1)=O